CC=1C(=NC=CC1)N1C2=NC(=NC(=C2N=C1)O)N1CCOCC1 9-(3-Methylpyridin-2-yl)-2-morpholino-9H-purin-6-ol